1-[ethoxy-[fluoro(methylsulfonyl)methyl]phosphoryl]oxyethane C(C)OP(=O)(C(S(=O)(=O)C)F)OCC